5-methyl-4-(1,3-dimethyl-1H-pyrazol-5-oxy)aniline CC=1C(=CC=C(N)C1)OC1=CC(=NN1C)C